2-bromo-5-methoxythiazolo[5,4-b]pyridine-7-carboxylic acid methyl ester COC(=O)C1=C2C(=NC(=C1)OC)SC(=N2)Br